10-(1-((6-chloro-2-(1-(1-methylazetidin-3-yl)-1H-pyrazol-4-yl)pyridin-3-yl)amino)ethyl)-8-methyl-4,5-dihydro-3H,6H-2,2a,5a-triazaaceanthrylen-6-one ClC1=CC=C(C(=N1)C=1C=NN(C1)C1CN(C1)C)NC(C)C=1C=C(C=C2C(N3CCCN4N=CC(C12)=C43)=O)C